[2-fluoro-5-(4,4,5,5-tetramethyl-1,3,2-dioxaborolan-2-yl)phenyl]methanol FC1=C(C=C(C=C1)B1OC(C(O1)(C)C)(C)C)CO